2-methyl-2-tert-butyl-cyclohexadien-1-one CC1(C(C=CC=C1)=O)C(C)(C)C